CC1(CC=CC=C1)S(=O)(=O)N L-1-toluenesulfonylamine